methyl 3-(3-(3-fluoro-5-(6-fluoropyrazolo[1,5-a]pyridine-3-carboxamido)-4-methylphenyl)-1,2,4-oxadiazol-5-yl)azetidine-1-carboxylate FC=1C=C(C=C(C1C)NC(=O)C=1C=NN2C1C=CC(=C2)F)C2=NOC(=N2)C2CN(C2)C(=O)OC